OC(C(=O)NC1=CC2=CC=CC=C2C=C1)(CC1=CC=C(C=C1)C)C 2-hydroxy-2-methyl-N-(naphthalen-2-yl)-3-(p-tolyl)propanamide